4-(2-(6-(2-bromophenyl)-1,1-dioxido-1,2,6-thiadiazinan-2-yl)acetamido)adamantan-1-carboxamide BrC1=C(C=CC=C1)N1CCCN(S1(=O)=O)CC(=O)NC1C2CC3(CC(CC1C3)C2)C(=O)N